O=C1NC(CCC1N1C(C2=CC=C(C=C2C1=O)NCCCCCCCCC(=O)N(C)CC1=CC=C(C=C1)SCC=1N=NN(C1)C=1C=C(C(=O)NO)C=CC1)=O)=O 3-(4-(((4-((9-((2-(2,6-dioxopiperidin-3-yl)-1,3-dioxoisoindolin-5-yl)amino)-N-methylnonanamido)methyl)phenyl)thio)methyl)-1H-1,2,3-triazol-1-yl)-N-hydroxybenzamide